4-{2-(2,4-difluorophenoxy)-5-[(1-oxidotetrahydro-1λ6-thiophene-1-ylidene)amino]phenyl}-6-methyl-1,6-dihydro-7H-pyrrolo[2,3-c]pyridin-7-one FC1=C(OC2=C(C=C(C=C2)N=S2(CCCC2)=O)C=2C3=C(C(N(C2)C)=O)NC=C3)C=CC(=C1)F